4-hydroxy-1-(2-((2-(methoxycarbonyl)-4-methylthiophen-3-yl)amino)-2-oxoethyl)-1-(2-((4-methylisoxazol-3-yl)amino)-2-oxoethyl)piperidin-1-ium OC1CC[N+](CC1)(CC(=O)NC1=NOC=C1C)CC(=O)NC1=C(SC=C1C)C(=O)OC